CC1=C(C(NC(=C1)C)=S)C#N 4,6-Dimethyl-2-thioxo-1,2-dihydropyridine-3-carbonitrile